N-(3-bromopropyl)thiazol-2-amine BrCCCNC=1SC=CN1